(±)-2-(((tert-butoxycarbonyl)amino)methyl)cyclopropane-1-carboxylic acid C(C)(C)(C)OC(=O)NCC1C(C1)C(=O)O